CC=1C=C(C=2N=C3C(=NC2C1)OC[C@H]1N3CCOC1)C(C)=O (S)-1-(9-methyl-1,2,4a,5-tetrahydro-4H-[1,4]oxazino[4',3':4,5][1,4]oxazino[2,3-b]quinoxalin-11-yl)ethan-1-one